N-(5-Benzyl-3-cyano-4,4-dimethyl-4,5,6,7-tetrahydrothieno[3,2-c]pyridin-2-yl)-2-(3-methoxy-4-sulfamoylphenyl)acetamid C(C1=CC=CC=C1)N1C(C2=C(CC1)SC(=C2C#N)NC(CC2=CC(=C(C=C2)S(N)(=O)=O)OC)=O)(C)C